FC=1C=C(C=CC1OC1=CC=NC2=CC(=CN=C12)OC)NC(=O)C=1C(N(N=CC1COC)C1=CC=C(C=C1)F)=O N-[3-fluoro-4-[(7-methoxy-1,5-naphthyridin-4-yl)oxy]phenyl]-2-(4-fluorophenyl)-5-(methoxymethyl)-3-oxopyridazine-4-carboxamide